C(C)(C)(C)OC(=O)NCCNS(=O)(=O)C1=C(C(=C(N1)C(=O)OCC)C)C Ethyl 5-(N-(2-((tert-butoxycarbonyl)amino)ethyl)sulfamoyl)-3,4-dimethyl-1H-pyrrole-2-carboxylate